(2R,3R,4S,5R)-2-[2-chloro-6-(6'-fluorospiro[azetidine-3,1'-indane]-1-yl)purin-9-yl]-5-(hydroxymethyl)tetrahydrofuran-3,4-diol ClC1=NC(=C2N=CN(C2=N1)[C@@H]1O[C@@H]([C@H]([C@H]1O)O)CO)N1CC2(CCC3=CC=C(C=C23)F)C1